(E)-tellurium (4-methyl styryl) naphthalene-2-sulfonate C1=C(C=CC2=CC=CC=C12)S(=O)(=O)OC=CC1=CC=C(C=C1)C.[Te]